N1C=CC=2C1=NC=C(C2)C=2C=C(CCNC(C1=CC(=CC=C1)OC)=O)C=CC2 N-(3-(1H-pyrrolo[2,3-b]pyridin-5-yl)phenethyl)-3-methoxybenzamide